FC(C(=O)O)(F)F.C(C)(C)(C)C1=NN(C(=C1C(=O)NN)OC1=CC(=CC=C1)Cl)C 3-(tert-butyl)-5-(3-chlorophenoxy)-1-methyl-1H-pyrazole-4-carbohydrazide trifluoroacetate